ClC=1N=NC(=C(C1)C1=C(C=CC=C1F)F)C 3-chloro-5-(2,6-difluorophenyl)-6-methylpyridazine